propylene glycol monocaprylate (glyceryl-monocaprylate) C(C(O)CO)CCCCCCCC(=O)OC(COC(CCCCCCC)=O)C